NC1=NN2C(C(N1)=O)=C(N=C2C2COCC2)I 2-amino-5-iodo-7-(tetrahydrofuran-3-yl)imidazo[5,1-f][1,2,4]Triazin-4(3H)-one